octadecene-ic anhydride C(C=CCCCCCCCCCCCCCCC)(=O)OC(C=CCCCCCCCCCCCCCCC)=O